Tert-Butyl (2S,4S)-4-fluoro-2-[[(2-fluoro-4-iodopyridin-3-yl)oxy]methyl]pyrrolidine-1-carboxylate F[C@H]1C[C@H](N(C1)C(=O)OC(C)(C)C)COC=1C(=NC=CC1I)F